5-bromo-1-tosyl-3-(4-(trifluoromethyl)phenyl)-1H-pyrrolo[2,3-b]pyridine BrC=1C=C2C(=NC1)N(C=C2C2=CC=C(C=C2)C(F)(F)F)S(=O)(=O)C2=CC=C(C)C=C2